CN1N=CC(=C1)C=1C=C(C=CC1)SC1=CN=C(S1)CNC(OC(C)(C)C)=O tert-butyl ((5-((3-(1-methyl-1H-pyrazol-4-yl)phenyl)thio)thiazol-2-yl)methyl)carbamate